NC=1C(=NC(=CN1)C1=NC(=CC=C1C(F)(F)F)N1CC(C1)O)C(=O)NC1=NC=CC=C1N1CCC(CC1)(C)N 3-amino-N-(3-(4-amino-4-methylpiperidin-1-yl)pyridin-2-yl)-6-(6-(3-hydroxyazetidin-1-yl)-3-(trifluoromethyl)pyridin-2-yl)pyrazine-2-carboxamide